FC=1C=C2C(=NNC2=CC1OCCOC)C1=CC(=NO1)C1=CC=C(C=C1)N=S1(CCNCC1)=O 1-[(4-{5-[5-Fluoro-6-(2-methoxyethoxy)-1H-indazol-3-yl]-1,2-oxazol-3-yl}phenyl)imino]-1lambda6-thiomorpholin-1-on